6-(((Tert-Butoxycarbonyl)(cyclobutylmethyl)amino)methyl)-2-cyano-1H-indole-1-carboxylic acid tert-butyl ester C(C)(C)(C)OC(=O)N1C(=CC2=CC=C(C=C12)CN(CC1CCC1)C(=O)OC(C)(C)C)C#N